((4R,5R)-5-(2-iodophenyl)-2-phenyl-1,3-dioxolan-4-yl)methyl sulfamate S(N)(OC[C@H]1OC(O[C@@H]1C1=C(C=CC=C1)I)C1=CC=CC=C1)(=O)=O